1-(difluoromethyl)-4,6-difluoro-5-iodo-2-methyl-1,3-benzodiazole FC(N1C(=NC2=C1C=C(C(=C2F)I)F)C)F